CC=1N=C2N(N=C(C=C2)C=2C=C(N)C=CC2)C1 3-(2-methylimidazo[1,2-b]pyridazin-6-yl)aniline